3'-Methyl-2-(3-methylbut-2-enoyl)-1'-(o-tolyl)-2H-spiro[phthalazine-1,4'-pyrazol]-5'(1'H)-one CC1=NN(C(C12N(N=CC1=CC=CC=C12)C(C=C(C)C)=O)=O)C1=C(C=CC=C1)C